2-(2,6-dioxopiperidin-3-yl)-5-(3-((4-(5-methoxy-2-(1-methyl-1H-pyrazol-4-yl)-4-nitrophenyl)piperazin-1-yl)methyl)pyrrolidin-1-yl)isoindoline-1,3-dione O=C1NC(CCC1N1C(C2=CC=C(C=C2C1=O)N1CC(CC1)CN1CCN(CC1)C1=C(C=C(C(=C1)OC)[N+](=O)[O-])C=1C=NN(C1)C)=O)=O